COC1=CC=C(C=N1)C1=C(C=CC=C1)S(=O)(=O)C1=CC=C(C=C1)NC(=O)NCC1=CC=NC=C1 1-(4-((2-(6-Methoxypyridin-3-yl)phenyl)sulfonyl)phenyl)-3-(pyridin-4-ylmethyl)urea